NC=1N(/C(/C(N1)=O)=C/C1=CC(=C(C(=C1)OC)OC)OC)C (E)-2-amino-1-methyl-5-[(3,4,5-trimethoxyphenyl)methylene]-2-imidazolin-4-one